The molecule is a tartaric acid. It is a conjugate acid of a L-tartrate(1-). It is an enantiomer of a D-tartaric acid. [C@@H]([C@H](C(=O)O)O)(C(=O)O)O